BrC=1C=C(C=2N(C1)C=C(N2)C)NC(OC(C)(C)C)=O tert-butyl N-(6-bromo-2-methyl-imidazo[1,2-a]pyridin-8-yl)carbamate